CC1=NNC=C1N 3-methyl-pyrazol-4-amine